2-(2-((4-(aminomethyl)-6H-benzo[c]chromen-9-yl)methoxy)-4-(difluoromethyl)phenyl)acetic acid NCC=1C=CC=C2C3=C(COC12)C=CC(=C3)COC3=C(C=CC(=C3)C(F)F)CC(=O)O